9-(bromomethyl)nonadecane BrCC(CCCCCCCC)CCCCCCCCCC